(1aR,5aR)-2-(2,4-Difluoro-phenyl)-1a,2,5,5a-tetrahydro-1H-2,3-diaza-cyclopropa[a]pentalene-4-carboxylic acid (6-fluoro-4H-benzo[1,3]dioxin-8-ylmethyl)-amide FC=1C=C(C2=C(COCO2)C1)CNC(=O)C=1C=2C[C@@H]3[C@H](C2N(N1)C1=C(C=C(C=C1)F)F)C3